FC=1C=C2C(=C(/C(/C2=CC1)=C/C1=CC=C(C=C1)N1C=CC2=CC=CC=C12)C)CC(=O)NO 2-[(1Z)-5-fluoro-1-{[4-(1H-indol-1-yl)phenyl]methylene}-2-methyl-1H-inden-3-yl]-N-hydroxyacetamide